(4-amino-2-fluorophenoxy)-3-iodopyridin-2-amine NC1=CC(=C(OC2=C(C(=NC=C2)N)I)C=C1)F